BrC1=C(C=2N(C(=C1)C)N=CN2)NC2=C(C(=CC=C2C)OC)C 7-bromo-N-(3-methoxy-2,6-dimethylphenyl)-5-methyl-[1,2,4]triazolo[1,5-a]pyridin-8-amine